2-[1-[[4-[2-(2-amino-3-pyridyl)-5-phenyl-imidazo[4,5-b]pyridin-3-yl]phenyl]methyl]pyrrolidin-3-yl]propanoic acid NC1=NC=CC=C1C1=NC=2C(=NC(=CC2)C2=CC=CC=C2)N1C1=CC=C(C=C1)CN1CC(CC1)C(C(=O)O)C